C(C=C)(=O)N1CC2(CN(C2)C=2C3=C(N=CN2)CN(C(C3)=O)C3=CC(=CC2=CC=CC=C32)O)C1 4-(6-acryloyl-2,6-diazaspiro[3.3]heptan-2-yl)-7-(3-hydroxynaphthalen-1-yl)-7,8-dihydropyrido[3,4-d]pyrimidin-6(5H)-one